FC(C=1N=C(OC1C(=O)N1[C@H](C2=C(CC1)NC=N2)C2=NN1C(C=CC=C1)=C2)C2=NC=CC=C2)F (R)-(4-(difluoromethyl)-2-(pyridin-2-yl)oxazol-5-yl)(4-(pyrazolo[1,5-a]pyridin-2-yl)-6,7-dihydro-1H-imidazo[4,5-c]pyridin-5(4H)-yl)methanone